CC1=C(C(=C(C1([Hf]C=1C(C2=CC(=C(C=C2C1)C)C)CC)C)C)C)C Pentamethylcyclopentadienyl-(1-ethyl-5,6-dimethylindenyl)hafnium